4-Amino-6-chlorobenzene-1,3-disulfonamide NC1=C(C=C(C(=C1)Cl)S(=O)(=O)N)S(=O)(=O)N